1-Ethylcyclobutanol C(C)C1(CCC1)O